4-benzyl (R)-5,5-dimethylthiazolidine-3,4-dicarboxylate CC1([C@H](N(CS1)C(=O)[O-])C(=O)OCC1=CC=CC=C1)C